C(C)N(CC)CCOC(C1=CC=C(C=C1)C(=C)C1=CC=2C(CCC(C2C=C1C)(C)C)(C)C)=O.C1(=CC=CC=C1)P(C1=CC=CC=C1)[C-]1C=CC=C1.[C-]1(C=CC=C1)P(C1=CC=CC=C1)C1=CC=CC=C1.[Fe+2] di(diphenylphosphino)ferrocene N,N-diethylaminoethyl-4-[1-(5,6,7,8-tetrahydro-3,5,5,8,8-pentamethyl-2-naphthalenyl)ethenyl]benzoate